FC(C(F)(F)F)(F)P(O)(O)=O (perfluoroethyl)phosphonic acid